C(C)(C)(C)N1N=CC(=C1)NC(C1=CC(=C(C=C1)C)C#CC=1C=NC=CC1)=O N-(1-tert-butyl-1H-pyrazol-4-yl)-4-methyl-3-[2-(pyridin-3-yl)ethynyl]benzamide